2-diethylamino-2,4,4,6,6,8,8,10,10-nonamethylcyclopentasiloxane C(C)N([Si]1(O[Si](O[Si](O[Si](O[Si](O1)(C)C)(C)C)(C)C)(C)C)C)CC